4-chloro-2-[(2E,4E)-5-[(1R,2R,6R)-3-(cyclopropylamino)-1,2,6-trimethylcyclohexyl]-3-methylpenta-2,4-dien-1-yl]-6-(diethoxymethyl)-3-(fluoromethoxy)-5-methylphenol ClC1=C(C(=C(C(=C1C)C(OCC)OCC)O)C\C=C(\C=C\[C@@]1([C@H](C(CC[C@H]1C)NC1CC1)C)C)/C)OCF